(R)-2-amino-4-methoxy-4-oxobutanoic acid hydrochloride Cl.N[C@@H](C(=O)O)CC(=O)OC